[Li].FC1=CC=C(CN(S(=O)(=O)C=2SC=CC2)C#CC=2C(=C(C(=O)O)C=CC2)N2C=CC=C2)C=C1 3-((N-(4-fluorobenzyl)thiophene-2-sulfonylamino)ethynyl)-2-(1H-pyrrol-1-yl)benzoic acid lithium